CN1CC(C1)(C)[C@@](C=1C=C(C=NC1)C#C[C@@](C)(O)C1=NC(=NC(=C1)C)C)(C1=CC=C(C=C1)C(C)C)O (R)-4-{5-[(R)-(1,3-dimethyl-azetidin-3-yl)-hydroxy-(4-isopropyl-phenyl)-methyl]-pyridin-3-yl}-2-(2,6-dimethyl-pyrimidin-4-yl)-but-3-yn-2-ol